N1-benzyl-3-(pyrrolidin-1-yl)benzene-1,2-diamine C(C1=CC=CC=C1)NC=1C(=C(C=CC1)N1CCCC1)N